[Si](C)(C)(C(C)(C)C)OCCCN1N=CC(=C1C(=O)O)OC 1-(3-((tert-butyldimethylsilyl)oxy)propyl)-4-methoxy-1H-pyrazole-5-carboxylic acid